CC(C1=CC=CC=C1)(C)OC(C(C)C)=O isobutyric acid α,α-dimethylbenzyl ester